5-(3-methoxyphenoxy)-3-methyl-pyridazine-4-carboxylic acid methyl ester COC(=O)C1=C(N=NC=C1OC1=CC(=CC=C1)OC)C